4-[6-(1-cyano-1-methyl-ethyl)pyrazolo[1,5-a]pyridin-3-yl]-2-(difluoromethoxy)-N-[(1S,2S)-2-fluorocyclopropyl]-6-methoxy-benzamide C(#N)C(C)(C)C=1C=CC=2N(C1)N=CC2C2=CC(=C(C(=O)N[C@@H]1[C@H](C1)F)C(=C2)OC)OC(F)F